C(#N)C1=CC(=C(C=C1)N1CC(N(C2(CN(C2)C2=C(C(=O)NC)C=CC=C2)C1=O)CC1=CC=C(C=C1)C(F)(F)F)=O)F 2-(8-(4-cyano-2-fluorophenyl)-6,9-dioxo-5-(4-(trifluoromethyl)benzyl)-2,5,8-triazaspiro[3.5]nonan-2-yl)-N-methylbenzamide